FCCNC1CC2(CN(C2)C(=O)OC(C)(C)C)C1 tert-butyl 6-((2-fluoroethyl)amino)-2-azaspiro[3.3]heptane-2-carboxylate